(S)-tert-butyl 4-((R)-10-bromo-9-chloro-5-oxo-3-(3-oxopropyl)-3,5-dihydro-2H-[1,4]thiazino[2,3,4-ij]quinazolin-7-yl)-3-methylpiperazine-1-carboxylate BrC1=C(C=C2C(=NC(N3C2=C1SC[C@H]3CCC=O)=O)N3[C@H](CN(CC3)C(=O)OC(C)(C)C)C)Cl